6-(4-fluoro-3-isopropyl-5-(piperidin-4-yl)-1H-indol-2-yl)imidazo[1,2-a]Pyridine FC1=C2C(=C(NC2=CC=C1C1CCNCC1)C=1C=CC=2N(C1)C=CN2)C(C)C